dodecoxypropan-1-ol C(CCCCCCCCCCC)OC(CC)O